ClC=1C=C(C2=C([C@@H](CO2)O)C1)S(=O)(=O)NC1=C(C(=C(C=C1)F)C=1C(=C2C=NC(=NC2=C(C1)CC)NC1CCN(CC1)C)F)F (3S)-5-chloro-N-(3-{8-ethyl-5-fluoro-2-[(1-methylpiperidin-4-yl)amino]quinazolin-6-yl}-2,4-difluorophenyl)-3-hydroxy-2,3-dihydro-1-benzofuran-7-sulfonamide